O=C1NC(CCC1C1=C2C(NC(C2=CC=C1N1CC(CC1)CCO)=O)=O)=O (2,6-Dioxopiperidin-3-yl)-5-[3-(2-hydroxyethyl)pyrrolidin-1-yl]isoindole-1,3-dione